C(CCCC)(=O)C1=C(C(=O)O)C=CC=C1.C(CCC)N butylamine 2-(α-n-pentanonyl)benzoate